(S)-5-(8-(4-((6-(difluoromethyl)pyridin-2-yl)oxy)-3,3-difluoropyrrolidin-1-yl)-3-fluoroimidazo[1,2-b]pyridazin-6-yl)pyrimidine-2,4(1H,3H)-dione FC(C1=CC=CC(=N1)O[C@@H]1C(CN(C1)C=1C=2N(N=C(C1)C=1C(NC(NC1)=O)=O)C(=CN2)F)(F)F)F